ClC=1C(=CC=C2N=CC(=NC12)C=1C=NN(C1)C1CC2(CC(C2)O)C1)OC=1C=CC2=C(NC(=N2)C)C1 (4s)-6-(4-{8-chloro-7-[(2-methyl-1H-1,3-benzodiazol-6-yl)oxy]quinoxalin-2-yl}-1H-pyrazol-1-yl)spiro[3.3]heptan-2-ol